5-Bromo-N-(3-methyltetrahydrofuran-3-yl)pyridineamide BrC=1C=CC(=NC1)C(=O)NC1(COCC1)C